CC=1C=C(C(=O)OC2=C(C(=CC(=C2)Cl)C=NC(CC2=CC=C(C=C2)O)C(CO)=O)O)C=CC1 5-chloro-2-hydroxy-3-((4-hydroxy-1-(4-hydroxyphenyl)-3-oxobutan-2-yl-imino)methyl)phenyl 3-methylbenzoate